C(CCCCCCC\C=C/C[C@H](O)CCCCCC)(=O)O.C(CN)N ethylenediamine ricinoleate